(phenyl)[(Phenyl)(dimethylindenopyridyl)triazineyl]dibenzothiophene C1(=CC=CC=C1)C1=C(C2=C(SC3=C2C=CC=C3)C=C1)C1=NN=NC(=C1C1=NC3=C(C(=C1C)C)C=1C=CC=CC1C3)C3=CC=CC=C3